tert-butyl (4-(4,4,5,5-tetramethyl-1,3,2-dioxaborolan-2-yl)pyridin-2-yl)carbamate CC1(OB(OC1(C)C)C1=CC(=NC=C1)NC(OC(C)(C)C)=O)C